N1(CCCCC1)CCCNC1=C2C(=NC=C1)C=CS2 N-(3-(piperidin-1-yl)propyl)thieno[3,2-b]pyridin-7-amine